methyl 4-[2-[2-[2-(p-tolylsulfonyloxy) ethoxy]ethoxy]ethoxy]benzoate C1(=CC=C(C=C1)S(=O)(=O)OCCOCCOCCOC1=CC=C(C(=O)OC)C=C1)C